3-(3,4-dihydroquinolin-1(2H)-yl)propionic acid N1(CCCC2=CC=CC=C12)CCC(=O)O